[6-(5-cyclopropyl-4H-1,2,4-triazol-3-yl)-2-azaspiro[3.3]heptan-2-yl]-[3-[[6-(trifluoromethyl)-3-pyridyl]methoxy]azetidin-1-yl]methanone C1(CC1)C=1NC(=NN1)C1CC2(CN(C2)C(=O)N2CC(C2)OCC=2C=NC(=CC2)C(F)(F)F)C1